C12CC(CC(CC1)N2)OC2=CC=CC(=N2)N2N(C(C=1C2=NC(=NC1)NC=1C=NN(C1)C)=O)CC=C 1-(6-{8-azabicyclo[3.2.1]octan-3-yloxy}pyridin-2-yl)-6-[(1-methyl-1H-pyrazol-4-yl)amino]-2-(prop-2-en-1-yl)-1H,2H,3H-pyrazolo[3,4-d]pyrimidin-3-one